bis[bis-(trimethylsilyl)amide] lead [Pb+2].C[Si](C)(C)[N-][Si](C)(C)C.C[Si](C)(C)[N-][Si](C)(C)C